C(#N)C1=C(C=C(C=C1)N1C(N(C2(C1=O)CCCC2)C2=CC(=C(C(=O)NC)C=C2)F)=S)C(F)(F)F 4-(3-(4-cyano-3-(trifluoromethyl)phenyl)-4-oxo-2-thioxo-1,3-diazaspiro[4.4]nonan-1-yl)-2-fluoro-N-methylbenzamide